Cl.CC1=NOC(=C1CN)C 3,5-dimethyl-4-aminomethylisoxazole hydrochloride